ClC1=CC(=NC(=N1)C1=CC=CC=C1)C1=CC=C(C=C1)P(C1=CC=CC=C1)(C1=CC=CC=C1)=O (4-(6-chloro-2-phenylpyrimidin-4-yl)phenyl)diphenylphosphine oxide